N1C(CC1)C(C)(C)O 2-(azetidin-2-yl)propan-2-ol